O=C1NC(CCC1N1C(C2=CC=C(C=C2C1)NC(=O)NC(C)(C)C1=CC(=CC=C1)C1=NC=CC=C1)=O)=O 1-(2-(2,6-dioxopiperidin-3-yl)-1-oxoisoindolin-5-yl)-3-(2-(3-(pyridin-2-yl)phenyl)propan-2-yl)urea